OC1=C(C=C(C=C1[N+](=O)[O-])C)C(C)=O 1-(2-Hydroxy-5-methyl-3-nitrophenyl)ethan-1-one